5-bromo-N-((1r,4r)-4-(2-methoxyethoxy)cyclohexyl)benzo[d]isothiazole-7-carboxamide BrC=1C=C(C2=C(C=NS2)C1)C(=O)NC1CCC(CC1)OCCOC